ethyl 5,6,7,8-tetrahydro-4H-cyclohepta[b]thiophene-3-carboxylate S1C2=C(C(=C1)C(=O)OCC)CCCCC2